(1aR,5aR)-2-(5-Trifluoromethyl-pyridin-2-yl)-1a,2,5,5a-tetrahydro-1H-2,3-diaza-cyclopropa[a]pentalene-4-carboxylic acid ((R)-2,2-dimethyl-1-pyridin-2-yl-propyl)-amide CC([C@H](C1=NC=CC=C1)NC(=O)C=1C=2C[C@@H]3[C@H](C2N(N1)C1=NC=C(C=C1)C(F)(F)F)C3)(C)C